tert-butyl-N-[3-(aminomethyl)benzoyl]-O4-tert-butyl-L-alpha-aspartylglycinyl-N6-[(benzyloxy)carbonyl]-L-lysine C(C)(C)(C)N([C@@H](CC(OC(C)(C)C)=O)C(=O)NCC(=O)N[C@@H](CCCCNC(=O)OCC1=CC=CC=C1)C(=O)O)C(C1=CC(=CC=C1)CN)=O